CC1(CCC=C(C1)C(CCC=C)=O)C (5,5-DIMETHYL-1-CYCLOHEXEN-1-YL)-4-PENTEN-1-ONE